C(#N)C=1C=C(C=CC1)NC(=O)NC(C(C)C)C=1OC2=C(C1)C=C(C=C2)F 1-(3-cyanophenyl)-3-(1-(5-fluorobenzofuran-2-yl)-2-methylpropyl)urea